4-(2,6-difluorobenzyloxy)-3-(pyridin-3-ylamino)benzo[d]isoxazole FC1=C(COC2=CC=CC3=C2C(=NO3)NC=3C=NC=CC3)C(=CC=C1)F